OCCCOC1=CC=2[C@@H]3N(N4C(C2C=C1COC)=CC(C(=C4)C(=O)O)=O)C(CC3)(C)C (R)-12-(3-hydroxypropoxy)-11-(methoxymethyl)-3,3-dimethyl-8-oxo-2,3,8,13b-tetrahydro-1H-pyrido[2,1-a]pyrrolo[1,2-c]phthalazine-7-carboxylic acid